O1CCN(CC1)CC=1C=C(C(=CC1)N)N 4-(morpholinomethyl)benzene-1,2-diamine